2,2-difluoro(2H2)ethan-1-ol FC(C(O)([2H])[2H])F